2,6-dimethoxy-4-pyrone COC=1OC(=CC(C1)=O)OC